α,α,α',α',α'',α''-hexakis-(4-hydroxyphenyl)-1,3,5-triethylbenzene OC1=CC=C(C=C1)C(C)(C1=CC(=CC(=C1)C(C)(C1=CC=C(C=C1)O)C1=CC=C(C=C1)O)C(C)(C1=CC=C(C=C1)O)C1=CC=C(C=C1)O)C1=CC=C(C=C1)O